3-[2-(4-chloro-3-fluorophenoxy)acetamido]-N-[3-(trifluoromethyl)bicyclo[1.1.1]pentan-1-yl]bicyclo[1.1.1]pentane-1-carboxamide ClC1=C(C=C(OCC(=O)NC23CC(C2)(C3)C(=O)NC32CC(C3)(C2)C(F)(F)F)C=C1)F